3-chloropropyl-pentamethyl-disiloxane ClCCC[Si](O[Si](C)(C)C)(C)C